ClC=1C(=C2C(=NC1)NC(=N2)C2=CC=C(C=C2)N2CC(N(CC2)CCCOC)=O)NC2CCN(CC2)C(C)C 4-[4-(6-Chloro-7-{[1-(1-methylethyl)piperidin-4-yl]amino}-3H-imidazo[4,5-b]pyridin-2-yl)phenyl]-1-(3-methoxypropyl)piperazin-2-one